C1(=CC(=CC=C1)[C@@H]1N(OCC1)C1=CC(=NC=N1)NC=1C(=CC(=C(C1)NC(C=C)=O)N(C)CCN(C)C)OC)C1=CC=CC=C1 (R)-N-(5-((6-(3-([1,1'-biphenyl]-3-yl)isoxazolidin-2-yl)pyrimidin-4-yl)amino)-2-((2-(dimethylamino)ethyl)(methyl)amino)-4-methoxyphenyl)acrylamide